Cl.NC(CCN1C(C(=CC=C1C(F)(F)F)C(=O)OCC)=O)(C)C ethyl 1-(3-amino-3-methylbutyl)-2-oxo-6-(trifluoromethyl)-1,2-dihydropyridine-3-carboxylate hydrochloride